[1-(4-fluorophenyl)-1H-imidazol-4-yl][(3R,3'R)-3'-hydroxy-1,4-dihydro-1'H,2H-spiro[isoquinoline-3,4'-piperidin]-1'-yl]methanone FC1=CC=C(C=C1)N1C=NC(=C1)C(=O)N1C[C@H]([C@@]2(CC1)NCC1=CC=CC=C1C2)O